Chloropyridazin ClC=1N=NC=CC1